C1NCCC12CCN(CC2)C(=O)C2=NN(C(=C2)C2=CC=C(C#N)C=C2)C2=CC=C(C=C2)C 4-(3-(2,8-diazaspiro[4.5]decane-8-carbonyl)-1-(p-tolyl)-1H-pyrazol-5-yl)benzonitrile